IC1=CC=C(C=C1)NC(=O)N1CCC(CC1)N1C(NC2=C1C=CC=C2N2N=CN=C2)=O N-(4-iodophenyl)-4-[2-oxo-4-(1H-1,2,4-triazol-1-yl)-2,3-dihydro-1H-1,3-benzodiazol-1-yl]piperidine-1-carboxamide